methyl 1,1,2,2,3,3,4,4,4-nonafluorobutyl ether FC(C(C(C(F)(F)F)(F)F)(F)F)(F)OC